The molecule is an organophosphate oxoanion arising from deprotonation of the diphosphate OH groups of Mo(VI)-molybdopterin guanine dinucleotide. It is an organophosphate oxoanion and a Mo-molybdopterin cofactor. It is a conjugate base of a Mo(VI)-molybdopterin guanine dinucleotide. C1=NC2=C(N1[C@H]3[C@@H]([C@@H]([C@H](O3)COP(=O)([O-])OP(=O)([O-])OC[C@@H]4C(=C([C@H]5[C@@H](O4)NC6=C(N5)C(=O)NC(=N6)N)[S-])[S-])O)O)N=C(NC2=O)N.O=[Mo+2]=O